Cl.Cl.ClC=1C=C2CN=C(NC2=CC1)SCC=1N2C(SC1)=NCC2 3-(((6-chloro-1,4-dihydroquinazolin-2-yl)thio)methyl)-5,6-dihydroimidazo[2,1-b]Thiazole dihydrochloride